C(CCCCCCC)[N+](CCCC)(CCCC)CCCCCCCC dioctyldibutylammonium